CN1N=C(C=C1C)C=1C=C(C=C(C1)C1=NN(C=C1)CC)[C@@H](C)NC(C1=C(C=CC(=C1)OCCN(C)C)C)=O (R)-N-(1-(3-(1,5-dimethyl-1H-pyrazol-3-yl)-5-(1-ethyl-1H-pyrazol-3-yl)phenyl)ethyl)-5-(2-(dimethylamino)ethoxy)-2-methylbenzamide